O(C1=CC=CC=C1)C1=C(C=2C(=NSN2)C(=C1OC1=CC=CC=C1)C=1SC(=CC1)C1=C(C=CC=C1C(C)C)C(C)C)C=1SC(=CC1)C1=C(C=CC=C1C(C)C)C(C)C 5,6-Diphenoxy-4,7-bis[5-(2,6-diisopropylphenyl)-2-thienyl]benzo[c]1,2,5-thiadiazol